C(CCCCCCCC)(=O)OC1CC(N(C(C1)(C)C)O)(C)C 1-oxyl-2,2,6,6-tetramethylpiperidin-4-yl nonanoate